FC1CC(N(C1)C(CN1CCNCC1)=O)C(=O)NC(C1=CC=C(C=C1)C(C)C)C1=CC=CC=C1 4-fluoro-N-{phenyl-[4-(prop-2-yl)phenyl]methyl}-1-[2-(piperazin-1-yl)acetyl]pyrrolidine-2-carboxamide